3,5-dihydroxy-4-bromobenzoic acid OC=1C=C(C(=O)O)C=C(C1Br)O